ClC1=NC2=CC(=CC=C2C=C1F)C 2-chloro-3-fluoro-7-methylquinoline